2-[2-(3-amino-2-fluoro-propoxy)ethoxylethoxylethoxylethoxyl ethoxy]acetate NCC(COCCOCCOCCOCCOCCOCC(=O)[O-])F